2-(4-(2-(dimethylamino)ethyl)piperazin-1-yl)-6-(3,5-dimethylisoxazol-4-yl)-N-(pyridin-3-ylmethyl)quinazolin-4-amine CN(CCN1CCN(CC1)C1=NC2=CC=C(C=C2C(=N1)NCC=1C=NC=CC1)C=1C(=NOC1C)C)C